NC1CCN(CC1)CCCCC(=O)NC1=C(C(=O)NC=2N=NC(=CC2)OC)C=CC=C1 2-(5-(4-aminopiperidin-1-yl)pentanoylamino)-N-(6-methoxypyridazin-3-yl)benzamide